N1CCC(CC1)CC1=CN=C2C(=NC(=NN21)OCC2COCC2)N 7-(piperidin-4-ylmethyl)-2-((tetrahydrofuran-3-yl)methoxy)imidazo[2,1-f][1,2,4]triazin-4-amine